Ethyl (2S)-2-amino-6-(3a-bromo-4,7-dimethyl-1,3,8-trioxo-5,6-diphenyl-1,3,3a,4,7,7a-hexahydro-2H-4,7-methanoisoindol-2-yl)hexanoate trifluoroacetic acid salt FC(C(=O)O)(F)F.N[C@H](C(=O)OCC)CCCCN1C(C2C3(C(=C(C(C2(C1=O)Br)(C3=O)C)C3=CC=CC=C3)C3=CC=CC=C3)C)=O